NC1=C(SC2=NC(=CC=C21)C)C(=O)N[C@@H]2CC=1C=CC(=NC1CC2)N2C[C@@H]([C@H](C2)OCC)N 3-amino-N-[(6S)-2-[(3S,4S)-3-amino-4-ethoxypyrrolidin-1-yl]-5,6,7,8-tetrahydroquinolin-6-yl]-6-methylthieno[2,3-b]pyridine-2-carboxamide